O1CCC(CC1)CNC=1C=NC=2CCN=CC2C1 3-(((tetrahydro-2H-pyran-4-yl)methyl)amino)-7,8-dihydro-1,6-naphthyridin